C(C)(C)(C)C1=NN(C=C1)C1=NC=CC=C1CN (2-(3-(tert-butyl)-1H-pyrazol-1-yl)pyridin-3-yl)methanamine